inosine 5'-diphosphate P(O)(=O)(OP(=O)(O)O)OC[C@@H]1[C@H]([C@H]([C@@H](O1)N1C=NC=2C(O)=NC=NC12)O)O